6-(4-(benzyloxy)phenyl)-5-fluoropicolinic acid C(C1=CC=CC=C1)OC1=CC=C(C=C1)C1=C(C=CC(=N1)C(=O)O)F